(2R,3S,4S,5R)-3-[4,5-difluoro-2-(2H3)methoxyphenyl]-4,5-dimethyl-N-(2-sulfamoylpyridin-4-yl)-5-(trifluoromethyl)oxolane-2-carboxamide FC1=CC(=C(C=C1F)[C@H]1[C@@H](O[C@]([C@H]1C)(C(F)(F)F)C)C(=O)NC1=CC(=NC=C1)S(N)(=O)=O)OC([2H])([2H])[2H]